N1CCC(CC1)OC1=CC=C(C=O)C=C1 4-(Piperidin-4-oxy)benzaldehyde